C1=CC=C(C(=C1)C(=O)O)I The molecule is an iodobenzoic acid with a single iodo substituent placed at the 2-position. It is an iodobenzoic acid and a 2-halobenzoic acid. It is a conjugate acid of a 2-iodobenzoate.